CC1=C(C(=O)O)C=CC(=C1)C1(CC1)C 2-methyl-4-(1-methylcyclopropyl)benzoic acid